C(C(C)(C)C)(=O)OCOC[C@H]1O[C@@]([C@@H]([C@@H]1O)O)(C#N)C1=CC=C2C(=NC=NN21)NC(CCC)=O (((2R,3S,4R,5R)-5-(4-butyramidopyrrolo[2,1-f][1,2,4]triazin-7-yl)-5-cyano-3,4-dihydroxytetrahydrofuran-2-yl)methoxy)methyl pivalate